FC1(CC(C1)C=1C(=NN(C1C1=CC=C(C=C1)OC(F)(F)F)C)NC(CC1(CC1)C(F)(F)F)=O)F N-(4-(3,3-difluorocyclobutyl)-1-methyl-5-(4-(trifluoromethoxy)phenyl)-1H-pyrazol-3-yl)-2-(1-(trifluoromethyl)cyclopropyl)acetamide